NC1(CCN(CC1)C1=NC(=C2C(=N1)NN=C2C=2C(=C1C(=NN(C1=CC2)C)Cl)Cl)C#N)C 6-(4-amino-4-methylpiperidin-1-yl)-3-(3,4-dichloro-1-methyl-1H-indazole-5-yl)-1H-pyrazolo[3,4-d]pyrimidine-4-carbonitrile